C(C)(C)N1N=CC=2C1=NC(=NC2NC=2N=CN(C2)C2=CC(=C(C(=C2)OC)OC)OC)C(CC=O)C 3-(1-isopropyl-4-((1-(3,4,5-trimethoxyphenyl)-1H-imidazol-4-yl)amino)-1H-pyrazolo[3,4-d]pyrimidin-6-yl)butanal